IC=1C=C(C(=O)N[C@@H](C)C=2N(N=CN2)C2=NN(C(C=C2)=O)C)C=C(C1)C(F)(F)F 3-iodo-N-[(1S)-1-[2-(1-methyl-6-oxo-pyridazin-3-yl)-1,2,4-triazol-3-yl]ethyl]-5-(trifluoromethyl)benzamide